(S)-6-bromo-N-(2-methyl-5-(2-(2-methylpyrrolidin-1-yl)acetamido)pyridin-3-yl)-[1,2,3]triazolo[1,5-a]pyridine-3-carboxamide BrC=1C=CC=2N(C1)N=NC2C(=O)NC=2C(=NC=C(C2)NC(CN2[C@H](CCC2)C)=O)C